C(C=C)C=1C(=CC=C2C(=CC(N(C12)C)=O)CN1C(C2=CC=CC=C2C1=O)=O)F 2-((8-allyl-7-fluoro-1-methyl-2-oxo-1,2-dihydroquinolin-4-yl)methyl)isoindoline-1,3-dione